C(CC1C(CCC)O1)OCC=C allyl 3,4-epoxyheptyl ether